5-((2-((tert-butyl(methyl)amino)methyl)-6-fluorobenzyl)amino)-6-methyl-N-(thiazol-4-yl)pyridine-2-sulfonamide formic acid salt C(=O)O.C(C)(C)(C)N(C)CC1=C(CNC=2C=CC(=NC2C)S(=O)(=O)NC=2N=CSC2)C(=CC=C1)F